The molecule is a 3-(omega-methylthio)alkylmalate(2-) obtained by deprotonation of both carboxy groups of 3-(2-methylthioethyl)malic acid; major species at pH 7.3. It is a conjugate base of a 3-(2-methylthioethyl)malic acid. CSCCC(C(C(=O)[O-])O)C(=O)[O-]